2-{[(1Z)-2-methylcyclopropylidene]amino}-5-(2-methylpropan-2-yl)-3-nitroaniline CC1\C(\C1)=N/C1=C(N)C=C(C=C1[N+](=O)[O-])C(C)(C)C